6-Bromo-2-(1-(2-Chlorophenyl)-2,5-dimethyl-1H-pyrrol-3-yl)-N-((S)-1-(ethylsulfonyl)pyrrolidin-3-yl)-3H-imidazo[4,5-b]pyridin-7-amin BrC=1C(=C2C(=NC1)NC(=N2)C2=C(N(C(=C2)C)C2=C(C=CC=C2)Cl)C)N[C@@H]2CN(CC2)S(=O)(=O)CC